CC(C(=O)[O-])CCCC.[Sn+2].CC(C(=O)[O-])CCCC tin (II) 2-methylhexanoate